BrC=1C(=CC=2C3=C(C(=NC2C1F)N1CC(C1)N(C)C)N=CN3[C@@H]3C[C@H](N(CC3)C(=O)OC(C)(C)C)C(=O)O)Cl (2S,4S)-4-(7-bromo-8-chloro-4-(3-(dimethylamino)azetidin-1-yl)-6-fluoro-1H-imidazo[4,5-c]quinolin-1-yl)-1-(tert-butoxycarbonyl)piperidine-2-carboxylic acid